FC1=C(C(=O)NC2=CC=C(C=C2)C(\C=C\C2=CC=C(C=C2)N(C)CCO)=O)C(=CC=C1)F 2,6-Difluoro-N-[4-[(E)-3-[4-[2-hydroxyethyl(methyl)amino]phenyl]prop-2-enoyl]phenyl]benzamide